2,6-dibromoisonicotinic acid chloride BrC=1C=C(C(=O)Cl)C=C(N1)Br